ClC1=CC2=C(NC(=N2)CC2=C(C=C(C=C2)Cl)Cl)C=C1 5-chloro-2-(2-chloro-4-chlorobenzyl)-1H-benzimidazole